tert-butyl (S)-methyl(7-(trifluoromethyl)isochroman-4-yl)carbamate CN(C(OC(C)(C)C)=O)[C@@H]1COCC2=CC(=CC=C12)C(F)(F)F